BrC1=C2C(N(C(C2=CC=C1CN1CCN(CC1)C1=NC=C(C(=O)NC2C(C(C2(C)C)OC2=CC(=C(C=C2)C#N)Cl)(C)C)C=C1)=O)C1C(NC(CC1)=O)=O)=O 6-(4-((4-bromo-2-(2,6-dioxopiperidin-3-yl)-1,3-dioxoisoindolin-5-yl)methyl)piperazin-1-yl)-N-((1r,3r)-3-(3-chloro-4-cyanophenoxy)-2,2,4,4-tetramethylcyclobutyl)nicotinamide